tert-butyl 3-[(4-fluoro-6-methyl-1,3-benzothiazol-2-yl)carbamoyl]piperidine-1-carboxylate FC1=CC(=CC2=C1N=C(S2)NC(=O)C2CN(CCC2)C(=O)OC(C)(C)C)C